2-(4-(4-(((2S,4R)-2-methyl-1-propionyl-1,2,3,4-tetrahydroquinolin-4-yl)amino)phenyl)-1H-pyrazol-1-yl)acetamide C[C@@H]1N(C2=CC=CC=C2[C@@H](C1)NC1=CC=C(C=C1)C=1C=NN(C1)CC(=O)N)C(CC)=O